CN1N=C(C2=CC(=CC=C12)CN(CCC1=CC=C(C=C1)NC(=O)C1=C(C=C(C(=C1)OC)OC)NC(=O)C1=NC2=CC=CC=C2N=C1)CC=1C=C2C(=NN(C2=CC1)C)C)C N-(2-((4-(2-(Bis((1,3-dimethyl-1H-indazol-5-yl)methyl)amino)ethyl)phenyl)carbamoyl)-4,5-dimethoxyphenyl)quinoxaline-2-carboxamide